COC(\C=C\C1=CC=C(C=C1)I)=O (E)-3-(4-iodophenyl)acrylic acid methyl ester